4-(4-(4-(2-aminoacetyl)piperazin-1-yl)phenylamino)-2-phenylpyrimido[4,5-d]pyridazin-5(6H)-one NCC(=O)N1CCN(CC1)C1=CC=C(C=C1)NC1=NC(=NC=2C=NNC(C21)=O)C2=CC=CC=C2